3,6-bis(5-bromothiophen-2-yl)-2,5-di(octyldodecyl)pyrrolo[3,4-c]Pyrrole-1,4-dione BrC1=CC=C(S1)C=1N(C(C2=C(N(C(C21)=O)C(CCCCCCCCCCC)CCCCCCCC)C=2SC(=CC2)Br)=O)C(CCCCCCCCCCC)CCCCCCCC